ClC=1C=C(C=CC1OCC1CC1)C1=CC(=CN=N1)C(=O)NCC=1C(=NC=CC1)N1CCOCC1 6-[3-Chloro-4-(cyclopropylmethoxy)phenyl]-N-((2-morpholinopyridin-3-yl)methyl)pyridazine-4-carboxamide